CN1C=NC=2N=CNC(C12)=O 7-methyl-6-oxo-6,7-dihydro-1H-purin